C(C)(C)(C)OC=CC1=CC=CC2=CC=CC=C12 2-tert-butoxyvinylnaphthalene